5-((4-chlorobenzyl)oxy)-5-(4-chlorophenyl)-2,5-dihydro-3H-imidazo[2,1-a]isoindole ClC1=CC=C(COC2(N3C(C4=CC=CC=C24)=NCC3)C3=CC=C(C=C3)Cl)C=C1